ClC1=CC(=C2C(=N1)C1(OCC2)COCC1)OCCN1CC(CC1)=O 1-(2-((2'-chloro-4,5,5',6'-tetrahydro-2H-spiro[furan-3,8'-pyrano[3,4-b]pyridin]-4'-yl)oxy)ethyl)pyrrolidin-3-one